N-[5-(aminomethyl)-2,3-difluorophenyl]cyclopropanesulfonamide NCC=1C=C(C(=C(C1)NS(=O)(=O)C1CC1)F)F